ClC1=CC=C(S1)CNC1=CC(=NN1C(C1=C(C=CC=C1)OC)=O)C1N(CCC1)C(C(C)(C)C)=O 1-[2-(5-{[(5-chlorothiophen-2-yl)methyl]amino}-1-(2-methoxybenzoyl)-1H-pyrazol-3-yl)pyrrolidin-1-yl]-2,2-dimethylpropan-1-one